Methyl 4-((3-(3-((tert-butoxycarbonyl)((2-chloro-[1,1'-biphenyl]-4-yl)methyl)amino)propanamido)propyl)amino)-3H-pyrazolo[3,4-c]quinoline-7-carboxylate C(C)(C)(C)OC(=O)N(CCC(=O)NCCCNC1=NC=2C=C(C=CC2C2=C1NN=C2)C(=O)OC)CC2=CC(=C(C=C2)C2=CC=CC=C2)Cl